ClCC1=NC=C(C=C1F)OC 2-(chloromethyl)-3-fluoro-5-methoxypyridine